4-(8-(3-acrylamidophenyl)quinazolin-6-yl)-N-(4-cyclopropylpyridin-2-yl)-3-fluorobenzamide C(C=C)(=O)NC=1C=C(C=CC1)C=1C=C(C=C2C=NC=NC12)C1=C(C=C(C(=O)NC2=NC=CC(=C2)C2CC2)C=C1)F